2,4-dichloro-6-(9,9-diphenyl-9H-fluoren-4-yl)-1,3,5-triazine ClC1=NC(=NC(=N1)Cl)C1=CC=CC=2C(C3=CC=CC=C3C12)(C1=CC=CC=C1)C1=CC=CC=C1